6-fluorodeoxy-D-glucose FC([C@H]([C@H]([C@@H](CC=O)O)O)O)O